C(C1=CC=CC=C1)OC(=O)N[C@H]1C[C@H](N(C1)C(=O)OC(C)(C)C)CCCC(=O)OC tert-butyl (2R,4S)-4-(((benzyloxy)carbonyl)amino)-2-(4-methoxy-4-oxobutyl)pyrrolidine-1-carboxylate